ClC1=C(C=CC=C1)CS(=O)(=O)NC1=C(C=CC(=C1)C(=O)N1CCC(CC1)C1=CC=C(C=C1)OC=1N=NC(=CC1)C(F)(F)F)N1CCN(CC1)CC 1-(2-chlorophenyl)-N-(2-(4-ethylpiperazin-1-yl)-5-(4-(4-((6-(trifluoromethyl)pyridazin-3-yl)oxy)-phenyl)piperidine-1-carbonyl)phenyl)methanesulfonamide